3-[2-[Bis(2-methylpropyl)amino]ethyl]-1H-indol-4-ol CC(CN(CCC1=CNC=2C=CC=C(C12)O)CC(C)C)C